NC1=C(C(=O)O)C=CN=C1Br 3-amino-2-bromoisonicotinic acid